C(C)(C)(C)OC(=O)\N=C(\NCC=1SC=C(N1)CC(=O)N[C@@H]1B(OC2=C(C1)C=CC=C2C(=O)O)O)/NC(=O)OC(C)(C)C (R,Z)-3-(2-(2-((2,3-bis(tert-butoxycarbonyl)guanidino)methyl)thiazol-4-yl)acetamido)-2-hydroxy-3,4-dihydro-2H-benzo[e][1,2]oxaborinine-8-carboxylic acid